FC=1C=CC2=C(C(=C(O2)[C@@H](C(C)C)N)C)C1 (R)-1-(5-fluoro-3-methylbenzofuran-2-yl)-2-methylpropan-1-amine